CN1C=C(C=2C1=NC=CC2)C2=CC=C(N2)C(=O)OC methyl 5-(1-methyl-1H-pyrrolo[2,3-b]pyridin-3-yl)-1H-pyrrole-2-carboxylate